(S)-(1-(2-(6-(Difluoromethyl)imidazo[1,2-a]pyrazin-3-yl)pyrimidin-4-yl)piperidin-3-yl)methanol FC(C=1N=CC=2N(C1)C(=CN2)C2=NC=CC(=N2)N2C[C@H](CCC2)CO)F